C(#N)C1CN(CCC1=O)C1=NC(=NC=C1)C1=CN=C2N1C=C(N=C2)C(=O)N 3-(4-(3-Cyano-4-oxopiperidin-1-yl)pyrimidin-2-yl)imidazo[1,2-a]pyrazine-6-carboxamide